FC1=CC(=CC2=C1[C@H](CCO2)OC2=CC(=CC=1NC(=NC12)C)C(=O)N(C)C)F (S)-4-((5,7-difluoro-3,4-dihydro-2H-1-benzopyran-4-yl)oxy)-N,N,2-trimethyl-1H-benzo[d]imidazole-6-carboxamide